N-(3-fluoro-7-(3-methoxypropyl)-4-methyl-8-oxo-5,6,7,8-tetrahydronaphthalen-1-yl)acetamide FC=1C=C(C=2C(C(CCC2C1C)CCCOC)=O)NC(C)=O